6-(2-amino-5-(4-(4,4-difluorobutoxy)-3-((dimethylamino)methyl)phenyl)-6-fluoropyridin-3-yl)-7-fluoro-3,4-dihydroisoquinolin-1(2H)-one NC1=NC(=C(C=C1C=1C=C2CCNC(C2=CC1F)=O)C1=CC(=C(C=C1)OCCCC(F)F)CN(C)C)F